[B].[Zn].[Co] cobalt zinc boron